N1=NC=C2C(NCC=C21)=O 5H-pyrazolo[4,3-c]Pyridin-4-one